ClC=1C=C(C=C(C1C(=O)C1=NN(C(C(=C1)C(C)C)=O)C)Cl)NCC#N 2-((3,5-dichloro-4-(5-isopropyl-1-methyl-6-oxo-1,6-dihydropyridazine-3-carbonyl)phenyl)amino)-acetonitrile